(S)-3-((R)-2-((4-(trifluoromethyl)benzyl)carbamoyl)pyrrolidine-1-carbonyl)piperidine-1-carboxylic acid tert-butyl ester C(C)(C)(C)OC(=O)N1C[C@H](CCC1)C(=O)N1[C@H](CCC1)C(NCC1=CC=C(C=C1)C(F)(F)F)=O